(3-([ETHYL(PHENYL)AMINO]METHYL)PHENYL)BORANEDIOL C(C)N(C1=CC=CC=C1)CC=1C=C(C=CC1)B(O)O